(3r,6s)-1-(4-amino-6-(3-methylimidazo[1,5-a]pyridin-6-yl)-1,3,5-triazin-2-yl)-N-(2-hydroxyethyl)-6-methylpiperidine-3-carboxamide NC1=NC(=NC(=N1)C=1C=CC=2N(C1)C(=NC2)C)N2C[C@@H](CC[C@@H]2C)C(=O)NCCO